monostearyl-phosphoric acid C(CCCCCCCCCCCCCCCCC)OP(O)(O)=O